4-(5-((2-(4-(Cyclopropylamino)phenyl)-2-oxoethyl)thio)-1H-tetrazol-1-yl)benzoic acid C1(CC1)NC1=CC=C(C=C1)C(CSC1=NN=NN1C1=CC=C(C(=O)O)C=C1)=O